ONC(/C=C/C=1C(=NC=CC1)NC(C1=CC(=CC=C1)C(F)(F)F)=O)=O (E)-N-(3-(3-(hydroxyamino)-3-oxoprop-1-en-1-yl)pyridin-2-yl)-3-(trifluoromethyl)benzamide